7-acetyl-3-ethyl-1-propyl-8-(1-(3-(trifluoromethyl)benzyl)-1H-pyrazol-4-yl)-3,7-dihydro-1H-purine-2,6-dione C(C)(=O)N1C(=NC=2N(C(N(C(C12)=O)CCC)=O)CC)C=1C=NN(C1)CC1=CC(=CC=C1)C(F)(F)F